CNC1=CC=C2C=CN=CC2=C1 7-(methylamino)isoquinolin